5-nitropyridine Methyl-formate COC=O.[N+](=O)([O-])C=1C=CC=NC1